FC1(CC1)S(=O)(=O)N[C@@H]1[C@@H](N(CC1)C(C(C)(C)O)=O)CC=1C(=C(C=CC1)C1=CC(=CC(=C1)F)F)F 1-fluoro-N-{(2S,3S)-1-(2-hydroxy-2-methylpropanoyl)-2-[(2,3',5'-trifluoro[1,1'-biphenyl]-3-yl)methyl]pyrrolidin-3-yl}cyclopropane-1-sulfonamide